ethyl 2-((3-(1H-pyrazol-1-yl)benzyl)(3-methoxybenzyl)amino)thiazole-4-carboxylate N1(N=CC=C1)C=1C=C(CN(C=2SC=C(N2)C(=O)OCC)CC2=CC(=CC=C2)OC)C=CC1